N-(5-(tert-butyl)-1-((3S,4S)-4-fluoro-1-methylpyrrolidin-3-yl)-1H-pyrazol-3-yl)-7-chloro-1-methyl-6-(pyrazolo[1,5-a]pyrazin-3-yloxy)-1H-imidazo[4,5-b]pyridin-2-amine C(C)(C)(C)C1=CC(=NN1[C@H]1CN(C[C@@H]1F)C)NC=1N(C=2C(=NC=C(C2Cl)OC=2C=NN3C2C=NC=C3)N1)C